(6R)-6-{[2-(3,4-Dimethoxyphenyl)[1,2,4]triazolo[1,5-c]quinazolin-5-yl]amino}-5-oxo-1,4-diazepan-1-carboxylic acid benzyl ester C(C1=CC=CC=C1)OC(=O)N1CCNC([C@@H](C1)NC1=NC=2C=CC=CC2C=2N1N=C(N2)C2=CC(=C(C=C2)OC)OC)=O